Cl.C1(CC1)NCCN N'-cyclopropyl-ethane-1,2-diamine hydrochloride